2-(hept-1-yn-1-yl)-1,3-dithiane C(#CCCCCC)C1SCCCS1